3-(2-chloroacetyl)-1-methylene-2,3-dihydroindolizin-5(1H)-one ClCC(=O)C1CC(C2=CC=CC(N12)=O)=C